1-(4-((4-(benzyloxy)phenyl)amino)-8-bromo-5-chloro-2-(((5-methylisoxazol-3-yl)methyl)sulfinyl)quinolin-3-yl)ethan-1-one C(C1=CC=CC=C1)OC1=CC=C(C=C1)NC1=C(C(=NC2=C(C=CC(=C12)Cl)Br)S(=O)CC1=NOC(=C1)C)C(C)=O